2,6-dimethyl-[1,1':3',1'':4'',1'''-quaterphenyl]-6'-amine CC1=C(C(=CC=C1)C)C1=CC(=CC=C1N)C1=CC=C(C=C1)C1=CC=CC=C1